C1(CC1)C=1OC2=C(C1C(=O)NC1C(CNCC1)(F)F)C=C(C=C2)OCC2=C(N=CS2)C 2-cyclopropyl-N-(3,3-difluoropiperidin-4-yl)-5-((4-methylthiazol-5-yl)methoxy)benzofuran-3-carboxamide